COC1=CC=C(CN2C(=NC=3C2=NC=CC3)N[C@@H]3C[C@H](CC3)NC3=CC=C(C=N3)N3C(C(=CC=C3)C)=O)C=C1 6'-(((1S,3S)-3-((3-(4-methoxybenzyl)-3H-imidazo[4,5-b]pyridin-2-yl)amino)cyclopentyl)amino)-3-methyl-2H-[1,3'-bipyridin]-2-one